2-(4-hydroxyphenyl)-acetic acid amide OC1=CC=C(C=C1)CC(=O)N